acryloyloxynonyl-trimethoxysilane C(C=C)(=O)OCCCCCCCCC[Si](OC)(OC)OC